(2R)-1-(5-benzyloxy-1H-indol-3-yl)propane-2-amine C(C1=CC=CC=C1)OC=1C=C2C(=CNC2=CC1)C[C@@H](C)N